C(C)C1=CC=C(C(=O)C2=C(C(=O)O)C=CC=C2)C=C1 2-(4-ethyl-benzoyl)benzoic acid